ONC(CC)=N N-hydroxypropioamidine